9,9-bis(6-(2-glycidyloxyethoxy)-2-naphthyl)fluorene C(C1CO1)OCCOC=1C=C2C=CC(=CC2=CC1)C1(C2=CC=CC=C2C=2C=CC=CC12)C1=CC2=CC=C(C=C2C=C1)OCCOCC1CO1